O1C(CCCC1)N1N=CC2=C(C3=C(C=C12)CCC31CC1)B(O)O (1-(tetrahydro-2H-pyran-2-yl)-6,7-dihydro-1H-spiro[cyclopenta[f]indazole-5,1'-cyclopropan]-4-yl)boronic acid